FC(C(=O)O)(F)F.BrC1=CC(=C(C=C2CNC2)C(=C1)F)F 3-(4-bromo-2,6-difluorobenzylidene)azetidine, trifluoroacetate salt